2-(1,3-dimethyl-1H-indazol-7-yl)-2-(3-(5-(6,6-dimethyl-5,6,7,8-tetrahydro-1,8-naphthyridin-2-yl)pentyloxy)azetidin-1-yl)acetic acid CN1N=C(C2=CC=CC(=C12)C(C(=O)O)N1CC(C1)OCCCCCC1=NC=2NCC(CC2C=C1)(C)C)C